CC(CC=C(O)O)(C)C Trimethylbutenediol